2-[(4-methylsulfonylphenyl)methyl]-2,6-diazaspiro[3.3]heptane CS(=O)(=O)C1=CC=C(C=C1)CN1CC2(C1)CNC2